N-[(E)-(4-acetyl-3-ethoxy-2-methylphenyl)methylene]-2-methylpropane-2-sulfinamide C(C)(=O)C1=C(C(=C(C=C1)\C=N\S(=O)C(C)(C)C)C)OCC